benzyl 4-[4-[bis[3-(tert-butoxycarbonylamino)propyl]amino]butanoyl]piperazine-1-carboxylate C(C)(C)(C)OC(=O)NCCCN(CCCC(=O)N1CCN(CC1)C(=O)OCC1=CC=CC=C1)CCCNC(=O)OC(C)(C)C